C1(=CC=CC2=CC=CC=C12)C(C=O)C 2-(naphthalen-1-yl)propanal